N-[(3S)-2,6-dioxo-3-piperidyl]-2-phenyl-acetamide O=C1NC(CC[C@@H]1NC(CC1=CC=CC=C1)=O)=O